ClC1=C(C=CC(=C1)C(F)(F)F)N1C(SC2=C1C=C(C=C2)OC)=O 3-(2-chloro-4-(trifluoromethyl)phenyl)-5-methoxybenzothiazol-2(3H)-one